6-(3-chloro-6-(difluoromethyl)-2-fluorophenyl)-N-(1-(1-(4-(hydroxymethyl)-2-((1r,5s)-2-oxo-3-azabicyclo[3.1.0]hex-3-yl)pyrimidin-5-yl)ethyl)-1H-pyrazol-4-yl)pyrazine-2-carboxamide ClC=1C(=C(C(=CC1)C(F)F)C1=CN=CC(=N1)C(=O)NC=1C=NN(C1)C(C)C=1C(=NC(=NC1)N1C([C@@H]2C[C@@H]2C1)=O)CO)F